rac-(2R,4R)-6-chloro-N-{3-[2-(4-chloro-3-fluorophenoxy)acetamido]bicyclo[1.1.1]pentan-1-yl}-4-hydroxy-2-methyl-3,4-dihydro-2H-1-benzopyran-2-carboxamide ClC=1C=CC2=C([C@@H](C[C@@](O2)(C(=O)NC23CC(C2)(C3)NC(COC3=CC(=C(C=C3)Cl)F)=O)C)O)C1 |r|